trifluoropropyl-ethyl-dimethoxysilane FC(CC[Si](OC)(OC)CC)(F)F